[Sn].[Zn].[Al] aluminum-zinc-tin